C(C)N1C(=NN=C1C)C1=CC=CC(=N1)N1CC=2C(=NC(=CC2C1=O)N1[C@@H](CCC1)C)C(C)NC 2-[6-(4-ethyl-5-methyl-4H-1,2,4-triazol-3-yl)pyridin-2-yl]-4-[(1ξ)-1-(methylamino)ethyl]-6-[(2R)-2-methylpyrrolidin-1-yl]-2,3-dihydro-1H-pyrrolo[3,4-c]pyridin-1-one